FC(COCC1(COC1)C)(F)F 3-(2,2,2-trifluoroethoxymethyl)-3-methyloxetane